C(C1=CC=CC=C1)OC(=O)N1C[C@@H](CCC1)C1=CC=C(C=C1)N1CCC(CC1)C1OCCO1.O1C(OCC1)C1CCN(CC1)C1=CC=C(C=C1)[C@H]1CNCCC1 4-(1,3-Dioxolan-2-yl)-1-{4-[(3S)-piperidin-3-yl]phenyl}piperidine Benzyl-(3S)-3-{4-[4-(1,3-dioxolan-2-yl)piperidin-1-yl]phenyl}piperidine-1-carboxylate